C1(=CC=CC=C1)C1=CSC=2N=C(N=C(C21)NCC2CCN(CC2)S(=O)(=O)N)C2=NC=CC=C2 4-((5-Phenyl-2-(2-pyridinyl)thieno[2,3-d]pyrimidin-4-yl)aminomethyl)-1-piperidinesulfonamide